(6-(1-methyl-1H-pyrazol-3-yl)pyridin-3-yl)methanol CN1N=C(C=C1)C1=CC=C(C=N1)CO